ClC1=C(C=CC=C1)CC(=O)NC1=CC(=C(C=C1)COC=1C=NN(C1)C)S(N)(=O)=O 2-(2-chlorophenyl)-N-(4-(((1-methyl-1H-pyrazol-4-yl)oxy)methyl)-3-sulfamoylphenyl)acetamide